8-HYDROXY-2-OXA-BICYCLO[3.3.1]NON-6-ENE OC1C=CC2CCOC1C2